O=C1CCC(N2C=CC=C12)C(=O)NC1=NC=C(C=C1)C1=CC=C(C=C1)OC(F)(F)F 8-oxo-N-[5-[4-(trifluoromethoxy)phenyl]-2-pyridyl]-6,7-dihydro-5H-indolizine-5-carboxamide